Methyl 1-(2-ethynylthiazole-4-carbonyl)piperidine-2-carboxylate C(#C)C=1SC=C(N1)C(=O)N1C(CCCC1)C(=O)OC